1-methyl-4-(1-methyl-1H-benzo[d]imidazol-2-yl)pyridin-1-ium tetrafluoroborate F[B-](F)(F)F.C[N+]1=CC=C(C=C1)C1=NC2=C(N1C)C=CC=C2